5-(difluoromethyl)-1-[3-[(1R)-1-hydroxyethyl]-6-[6-(6-methylpyridazin-3-yl)oxypyrazolo[1,5-a]pyridin-3-yl]pyridin-2-yl]pyrazole-3-carbonitrile FC(C1=CC(=NN1C1=NC(=CC=C1[C@@H](C)O)C=1C=NN2C1C=CC(=C2)OC=2N=NC(=CC2)C)C#N)F